CC1=NC=CC(=C1)C1=CC=C(S1)C(=O)[O-] 5-(2-methylpyridin-4-yl)thiophene-2-carboxylate